(1s,2r)-2-(hydroxymethyl)-N-(5-(5-methoxybenzo[d]oxazol-2-yl)-8-(methylamino)-2,7-naphthyridin-3-yl)cyclopropane-1-carboxamide OC[C@H]1[C@H](C1)C(=O)NC=1N=CC2=C(N=CC(=C2C1)C=1OC2=C(N1)C=C(C=C2)OC)NC